3-(dimethylamino)-1-(2-(dimethylamino)-6-methoxypyridin-4-yl)propan-1-one CN(CCC(=O)C1=CC(=NC(=C1)OC)N(C)C)C